CC=1C(NC(N(C1)[C@@H]1C=C[C@@H](C1)OC[P@@](=O)(OC1=CC=CC=C1)N[C@H](C(=O)OCC)C)=O)=O |o1:14| ethyl (2S)-2-(((R or S)-(((1R,4S)-4-(5-methyl-2,4-dioxo-3H-pyrimidin-1-yl)cyclopent-2-en-1-yl)oxy)methyl(phenoxy)phosphoryl)amino)propanoate